C(/C1=CC=CC=C1)=C\1/OC(=O)C2=CC=CC=C12 (Z)-3-benzylidenephthalide